(2H-benzotriazol-2-yl)-4,6-bis(1-methyl-1-phenylethyl)phenol N=1N(N=C2C1C=CC=C2)C2=C(C(=CC(=C2)C(C)(C2=CC=CC=C2)C)C(C)(C)C2=CC=CC=C2)O